(2-methyloctan-2-yl)benzene-1,3-diol CC(C)(CCCCCC)C1=C(C=CC=C1O)O